ClC=1C=C(C=CC1C(F)(F)F)CC[C@@H](C(=O)N(CC(=O)O)C1=CSC=C1)NC(=O)OCC1C2=CC=CC=C2C=2C=CC=CC12 2-[[(2S)-4-[3-chloro-4-(trifluoromethyl)phenyl]-2-(9H-fluoren-9-ylmethoxycarbonylamino)butanoyl]-thiophene-3-ylamino]acetic acid